(S)-2-(4-(benzo[d]thiazol-7-yl)phenyl)-2-(3-(2-ethynyl-thiazol-4-yl)ureido)-acetamide S1C=NC2=C1C(=CC=C2)C2=CC=C(C=C2)[C@@H](C(=O)N)NC(=O)NC=2N=C(SC2)C#C